C(C)(C)(C)NS(=O)(=O)C1=C(C(=CS1)CN(C(OC(C)(C)C)=O)C)F tert-butyl ((5-(N-(tert-butyl)sulfamoyl)-4-fluorothiophen-3-yl)methyl)(methyl)-carbamate